Pentanedioic acid tert-butyl [{2-chloro-5-[2'-methyl-5'-(pentafluoroethyl)-4'-(trifluoromethyl)-2'H-[1,3'-bipyrazole]-4-yl]Benzoyl} (1-cyanocyclopropyl) amino]Methyl ester ClC1=C(C(=O)N(C2(CC2)C#N)COC(CCCC(=O)OC(C)(C)C)=O)C=C(C=C1)C=1C=NN(C1)C=1N(N=C(C1C(F)(F)F)C(C(F)(F)F)(F)F)C